ClC1=NC(=NC(=C1C(=O)OCC)CC1(CCC2=C(C=CC=C12)Cl)O)SC ethyl 4-chloro-6-((4-chloro-1-hydroxy-2,3-dihydro-1H-inden-1-yl)methyl)-2-(methylthio)pyrimidine-5-carboxylate